p-bis(triphenylsilyl)benzene C1(=CC=CC=C1)[Si](C1=CC=C(C=C1)[Si](C1=CC=CC=C1)(C1=CC=CC=C1)C1=CC=CC=C1)(C1=CC=CC=C1)C1=CC=CC=C1